3-(2-Chloro-3-(1,4-benzodioxan-6-yl)anilino)benzisothiazole ClC1=C(NC2=NSC3=C2C=CC=C3)C=CC=C1C1=CC3=C(OCCO3)C=C1